2-(bromomethyl)-3-(trifluoromethyl)pyridine hydrogen bromide Br.BrCC1=NC=CC=C1C(F)(F)F